C(C=C)C1(COCC2=NC(=CC=C21)C(F)(F)F)CC(C)(S(=O)N)C (5-allyl-2-(trifluoromethyl)-5,8-dihydro-6H-pyrano[3,4-b]pyridin-5-yl)-2-methylpropan-2-sulfinamide